2,5-dicyano-3,6-dibromopyrazine C(#N)C1=NC(=C(N=C1Br)C#N)Br